CN1C2=C(N(C(C1=O)=O)C1CCN(CC1)S(=O)(=O)C1=CC=C(C=C1)OC1=CC=CC=C1)N=CC=C2 1-Methyl-4-(1-((4-phenoxyphenyl)sulfonyl)piperidin-4-yl)-1,4-dihydropyrido[2,3-b]pyrazine-2,3-dione